ethyl-sulfonyl-(pentafluoro)cyclotriphosphazene Methyl-N-(O-acetyl-N-(2-(4-((tert-butoxycarbonyl)amino)phenyl)thiazole-5-carbonyl)-L-seryl)-O-(tert-butyldiphenylsilyl)-L-serinate COC([C@@H](NC([C@@H](NC(=O)C1=CN=C(S1)C1=CC=C(C=C1)NC(=O)OC(C)(C)C)COC(C)=O)=O)CO[Si](C1=CC=CC=C1)(C1=CC=CC=C1)C(C)(C)C)=O.C(C)S(=O)(=O)P1(=NP(=NP(=N1)(F)F)(F)F)F